BrC1=CC(=NN1)COC 5-bromo-3-(methoxymethyl)-1H-pyrazole